BrC=1C=CC(C2=CC3=CC=CC=C3C12)=O 4-Bromofluorenon